COC1=CC=C(C(=C1)N)N 5-methoxybenzene-1,2-diamine